4-benzyl-6-methylpiperazine-2-carboxylic acid methyl ester COC(=O)C1NC(CN(C1)CC1=CC=CC=C1)C